S1C=CC=C1CCCCC(=O)O 5-thiolvaleric acid